NC1=NC(=C(C=C1C=1C=C2C(=C(NC(C2=C(C1)F)=O)C)F)C1=CC=C(C=C1)N1CCN(CC1)CC1CC1)F 6-(2-amino-5-(4-(4-(cyclopropylmethyl)piperazin-1-yl)phenyl)-6-fluoropyridin-3-yl)-4,8-difluoro-3-methylisoquinolin-1(2H)-one